FC1=CC=C(C=C1)C=1N=CN(C1C1=CC=NC=C1)CC(=O)N1CCN(CC1)C(C)C [4-(4-fluorophenyl)-5-(pyridin-4-yl)-1H-imidazol-1-yl]-1-[4-(propan-2-yl)piperazin-1-yl]ethan-1-one